3-chloro-6-(((1-methylcyclopropyl)amino)methyl)imidazo[1,2-a]pyridine-8-carboxylic acid ClC1=CN=C2N1C=C(C=C2C(=O)O)CNC2(CC2)C